C(C)(=O)N1CC(C1)(C)COC1=NC2=C(C(=C(C=C2C(=N1)N1CC2CCC(C1)N2)C(F)(F)F)C2=CC=C(C=1SC(=C(C12)C#N)N)F)F 4-(2-((1-acetyl-3-methylazetidin-3-yl)methoxy)-4-(3,8-diazabicyclo[3.2.1]oct-3-yl)-8-fluoro-6-(trifluoromethyl)quinazolin-7-yl)-2-amino-7-fluorobenzo[b]thiophene-3-carbonitrile